C1(=CC=CC=C1)N1C(C2=CC=CC=C2C2(C=CC(C3=CC=CC=C23)=O)C1=O)=O 2-Phenyl-1H,4'H-spiro[isoquinoline-4,1'-naphthalene]-1,3,4'(2H)-trione